OC=1C=C(C=C(C1O)O)C=CC1=CC(=C(C(=C1)O)O)O 3,3',4,4',5,5'-hexahydroxystilbene